COC1=CC2=C(N(C([C@H]3N(C2=O)CCCC3)OC3OCCCC3)C(=O)OCC=C)C=C1OCC1=CC(=CC=C1)CC(=O)OC allyl (6aS)-2-methoxy-3-((3-(2-methoxy-2-oxoethyl)benzyl)oxy)-12-oxo-6-((tetrahydro-2H-pyran-2-yl)oxy)-6,6a,7,8,9,10-hexahydrobenzo[e]pyrido[1,2-a][1,4]diazepine-5(12H)-carboxylate